[18F]fluoromethyl-triphenylphosphonium [18F]C[P+](C1=CC=CC=C1)(C1=CC=CC=C1)C1=CC=CC=C1